O[C@@H]1[C@H](N(CC1)C(=O)OC(C)(C)C)C(=O)OC (2S,3S)-1-tert-butyl 2-methyl 3-hydroxypyrrolidine-1,2-dicarboxylate